[BrH2+].C(C)N1CN(C=C1)C 1-ethyl-3-methylimidazole bromonium salt